OC1[C@H](O)[C@H](O)CO1 erythrofuranose